ClC1=C(C=C2CCN(C2=C1)C1=C(C=NC2=CC=C(C=C12)C=1C=NC=C(C1)C(C)(C)O)C#N)F 4-(6-chloro-5-fluoro-indolin-1-yl)-6-[5-(1-hydroxy-1-methyl-ethyl)-3-pyridyl]quinoline-3-carbonitrile